tert-butyl 4-(2-(3-(4-formyl-3,5-dimethylphenoxy)propyl)-1,3-dioxo-2,3-dihydro-1H-xantheno[2,1,9-def]isoquinolin-9-yl)benzoate C(=O)C1=C(C=C(OCCCN2C(C3=CC=C4C=5C3=C(C2=O)C=CC5OC5=CC=C(C=C54)C5=CC=C(C(=O)OC(C)(C)C)C=C5)=O)C=C1C)C